FC(C1=C2CCC(C2=CC=C1)O)(F)F 4-(trifluoromethyl)-2,3-dihydro-1H-inden-1-ol